C(C)(C)(C)OC(NCCCCCN1C(C2C3(C(=C(C(C2(C1=O)Br)(C3=O)C)C3=CC=CC=C3)C3=CC=CC=C3)C)=O)=O tert-Butyl-(5-(3a-bromo-4,7-dimethyl-1,3,8-trioxo-5,6-diphenyl-3a,4,7,7a-tetrahydro-2H-4,7-methanoisoindol-2-yl)pentyl)carbamat